5-allyl-3-(2-methyl-1H-benzimidazole-5-yl)-2-Hydroxybenzonitrile C(C=C)C=1C=C(C(=C(C#N)C1)O)C1=CC2=C(NC(=N2)C)C=C1